thiooctanoic acid S-(2,4-dimethyl-[1,3,2]dioxasilolan-2-ylpropyl) ester C[Si]1(OCC(O1)C)CCCSC(CCCCCCC)=O